2-(4,7,10-tris(carboxymethyl)-1,4,7,10-tetraazacyclododec-1-yl)glutaric acid C(=O)(O)CN1CCN(CCN(CCN(CC1)CC(=O)O)CC(=O)O)C(C(=O)O)CCC(=O)O